tert-butyl-3-[(7-bromo-2-chloro-6-fluoro-quinazolin-4-yl)-methyl-amino]-2-methyl-pyrrolidine-1-carboxylate C(C)(C)(C)OC(=O)N1C(C(CC1)N(C)C1=NC(=NC2=CC(=C(C=C12)F)Br)Cl)C